ethyl-N-(piperidin-4-yl)acetamide trifluoroacetate FC(C(=O)O)(F)F.C(C)CC(=O)NC1CCNCC1